NC1=NC(=C2N=CN(C2=N1)[C@H]1C[C@H](C1)COP(=O)(OC1=CC=C(C=C1)Br)N[C@@H](CC1=CC=CC=C1)C(=O)OC)OC Methyl (((cis-3-(2-amino-6-methoxy-9H-purin-9-yl)cyclobutyl)methoxy)(4-bromophenoxy)phosphoryl)-L-phenylalaninate